1-(3-chlorophenyl)-N-{6,7-dimethoxy-1H,2H,3H-cyclopenta[b]quinolin-9-yl}piperidin-4-amine ClC=1C=C(C=CC1)N1CCC(CC1)NC1=C2C(=NC=3C=C(C(=CC13)OC)OC)CCC2